CC1([C@H]([C@@H](NC1=O)C1=CC=CC=C1)NC(C(C)(F)F)=O)C N-((trans)-4,4-dimethyl-5-oxo-2-phenylpyrrolidin-3-yl)-2,2-difluoropropionamide